[C@@H]1([C@H](O)[C@H](O)[C@@H](C(O)C(=O)[O-])O1)N1C=NC=2C(O)=NC=NC12.[Na+].[Na+].[C@@H]1([C@H](O)[C@H](O)[C@@H](C(O)C(=O)[O-])O1)N1C=NC=2C(O)=NC=NC12 DINATRIUM 5'-INOSINAT